ClC(CO)C(CC)Cl 2,3-dichloropentanol